N-(3-methanesulfonamidophenyl)-4-[5-(piperazin-1-yl)pyridin-2-yl]thiophene-2-carboxamide Tin [Sn].CS(=O)(=O)NC=1C=C(C=CC1)NC(=O)C=1SC=C(C1)C1=NC=C(C=C1)N1CCNCC1